1-(isoquinolin-5-yl)-1H-benzo[d]imidazol-2(3H)-one C1=NC=CC2=C(C=CC=C12)N1C(NC2=C1C=CC=C2)=O